6-(2-(piperidin-4-yl)-1H-pyrrolo[2,3-b]pyridin-4-yl)thiazolo[4,5-c]pyridine N1CCC(CC1)C1=CC=2C(=NC=CC2C2=CC3=C(C=N2)N=CS3)N1